3-(2,3-epoxypropoxy)propyl-methyl-dimethoxysilane C(C1CO1)OCCC[Si](OC)(OC)C